N'-(4-Bromo-2-chlorophenyl)-2,2-diethoxyacetimidohydrazide BrC1=CC(=C(C=C1)NNC(C(OCC)OCC)=N)Cl